2-{[7-amino-1-oxo-4-(3-phenyl-1,2-benzoxazol-5-yl)-2,3-dihydro-1H-isoindol-2-yl]methyl}prop-2-enamide NC=1C=CC(=C2CN(C(C12)=O)CC(C(=O)N)=C)C=1C=CC2=C(C(=NO2)C2=CC=CC=C2)C1